4-(4-aminophenoxy)-7-methoxy-N-methylquinoline-6-carboxamide NC1=CC=C(OC2=CC=NC3=CC(=C(C=C23)C(=O)NC)OC)C=C1